CC1C(NC(C1)C)C=O 3,5-dimethyl-2-pyrrolidinecarboxaldehyde